5-(3-((4-(1-(2-cyclopropyl-5-methoxy-4-nitrophenyl)piperidin-4-yl)piperazin-1-yl)methyl)pyrrolidin-1-yl)-2-(2,6-dioxopiperidin-3-yl)isoindoline-1,3-dione C1(CC1)C1=C(C=C(C(=C1)[N+](=O)[O-])OC)N1CCC(CC1)N1CCN(CC1)CC1CN(CC1)C=1C=C2C(N(C(C2=CC1)=O)C1C(NC(CC1)=O)=O)=O